N-methyl-4-(thiophen-3-yl)thiazol-2-amine CNC=1SC=C(N1)C1=CSC=C1